N-(2-(2-methyl-2,8-diazaspiro[4.5]decan-8-yl)-5-(trifluoromethyl)phenyl)-5-(tetrahydro-2H-pyran-4-yl)furan-2-carboxamide CN1CC2(CC1)CCN(CC2)C2=C(C=C(C=C2)C(F)(F)F)NC(=O)C=2OC(=CC2)C2CCOCC2